ClC1=C(N=C(N=N1)SC)C(=O)OCC ethyl 6-chloro-3-(methylthio)-1,2,4-triazine-5-carboxylate